N1=C(C=CC=2CCCNC12)CN1CC2(CCNCC2)C2=CC=CC=C12 1-((5,6,7,8-tetrahydro-1,8-naphthyridin-2-yl)methyl)spiro[indoline-3,4'-piperidine]